The molecule is a quinolone that is 4-quinolone substituted at positions 2 and 3 by hydroxy and carboxy groups respectively. It is a quinolone, a quinolinemonocarboxylic acid and a hydroxyquinoline. C1=CC=C2C(=C1)C(=C(C(=O)N2)C(=O)O)O